C(C)(CC)C1=C(N)C=C(C=C1)OC 2-(sec-butyl)-5-methoxyaniline